oxacycloheptadecan-7-one O1CCCCCC(CCCCCCCCCC1)=O